O[C@@]1(C(N(CC1)C)=O)C1=NOC(=C1)C1=NC(=CC=C1)C1=NC(=NC=C1)S(=O)(=O)C (R)-3-Hydroxy-1-methyl-3-(5-(6-(2-(methylsulfonyl)pyrimidin-4-yl)pyridin-2-yl)isoxazol-3-yl)pyrrolidin-2-one